sodium manganate [Mn](=O)(=O)([O-])[O-].[Na+].[Na+]